5-[4-amino-5-(trifluoromethyl)pyrrolo[2,1-f][1,2,4]triazin-7-yl]-N-[(3R,4S)-4-fluoro-1-(3-methoxypropanoyl)pyrrolidin-3-yl]-2-methoxypyridine-3-carboxamide NC1=NC=NN2C1=C(C=C2C=2C=C(C(=NC2)OC)C(=O)N[C@@H]2CN(C[C@@H]2F)C(CCOC)=O)C(F)(F)F